Cl.C1(=CC=CC=C1)N1C=NC=C1 1-phenylimidazole hydrochloride